BrC=1C=C2C(=NC1O[C@@H]1[C@H](COC1)C1=C(C=CC(=C1)C)S(=O)(=O)N)N(C=C2)COCC[Si](C)(C)C [(trans)-(3S,4R)-4-[(5-bromo-1-[[2-(trimethylsilyl)ethoxy]methyl]pyrrolo[2,3-b]pyridin-6-yl)oxy]oxolan-3-yl]-4-methylbenzenesulfonamide